CC1=C(C=C(C=C1)C(=O)N1CCC(CC1)C1=CC=C(C=C1)OC=1C=NC=CC1)NS(=O)(=O)CC1=CC=CC=C1 N-(2-methyl-5-(4-(4-(pyridin-3-yloxy)phenyl)piperidine-1-carbonyl)phenyl)-1-phenylmethanesulfonamide